7-(2,2-Difluoroethoxy)-4-((((R)-1-(3-(difluoromethyl)-2-fluoro-phenyl)ethyl)amino)-2-Methyl-pyrido[2,3-d]pyrimidin-6-yl)-3-methyl-azetidine-3-carboxylic acid methyl ester COC(=O)C1(CNC1C1=CC2=C(N=C(N=C2N[C@H](C)C2=C(C(=CC=C2)C(F)F)F)C)N=C1OCC(F)F)C